(S)-7-((R)-1,1-dimethylethylsulfinamido)-5,7-dihydrospiro[cyclopenta[b]pyridine-6,4'-piperidine]-1'-carboxylic acid tert-butyl ester C(C)(C)(C)OC(=O)N1CCC2(CC1)CC=1C(=NC=CC1)[C@H]2N[S@](=O)C(C)(C)C